C(CCCCCCCCCCC)[NH2+]CC=C N-dodecyl-N-allylammonium